2-(3-chloropropyl)-3-azabicyclo[3.1.0]hexane-2-carboxylate ClCCCC1(C2CC2CN1)C(=O)[O-]